8-chloro-1-methyl-4-[[(1S)-1-[2-(1-methyl-6-oxo-pyridazin-3-yl)-1,2,4-triazol-3-yl]ethyl]amino]-6-(trifluoromethyl)quinazolin-2-one ClC=1C=C(C=C2C(=NC(N(C12)C)=O)N[C@@H](C)C=1N(N=CN1)C1=NN(C(C=C1)=O)C)C(F)(F)F